OC(CN)CN 2-Hydroxytrimethylenediamine